8-amino-6-(2,8-dimethylimidazo[1,2-b]pyridazin-6-yl)-2-[(3R)-pyrrolidin-3-yl]isoquinolin-1-one NC=1C=C(C=C2C=CN(C(C12)=O)[C@H]1CNCC1)C=1C=C(C=2N(N1)C=C(N2)C)C